2-[4-(4-fluorophenyl)-2-methyl-1H-imidazol-1-yl]Acetyl piperazine-1-carboxylate N1(CCNCC1)C(=O)OC(CN1C(=NC(=C1)C1=CC=C(C=C1)F)C)=O